8-fluoro-2-methyl-4H-benzo[d][1,3]oxazine FC1=CC=CC2=C1N=C(OC2)C